[2-(6-cyclopropyl-2-pyridyl)-4-(5-methyl-4H-1,2,4-triazol-3-yl)phenyl]-(4-methyl-1-piperidyl)methanone C1(CC1)C1=CC=CC(=N1)C1=C(C=CC(=C1)C1=NN=C(N1)C)C(=O)N1CCC(CC1)C